6-(3,5-dimethylisoxazol-4-yl)-1-(1-phenylethyl)-1H-imidazo[4,5-b]pyridin-2(3H)-one CC1=NOC(=C1C=1C=C2C(=NC1)NC(N2C(C)C2=CC=CC=C2)=O)C